2-{[(dodecylmercapto)thiocarbonyl]mercapto}propanoic acid C(CCCCCCCCCCC)SC(=S)SC(C(=O)O)C